3,4-dichloro-N-[(3r,6s)-6-[5-[2-(trifluoromethoxy)ethoxy]-1,3,4-oxadiazol-2-yl]-3-piperidinyl]benzamide ClC=1C=C(C(=O)N[C@H]2CN[C@@H](CC2)C=2OC(=NN2)OCCOC(F)(F)F)C=CC1Cl